C(C)(C)OC(CC=1NC2=CC=CC=C2C1CC(N1CCCC1)=O)=O 2-[3-(2-oxo-2-(pyrrolidin-1-yl)-ethyl)-1H-indol-2-yl]-acetic acid isopropyl ester